BrC1=CC=C(S1)C=1C2=C(N=NC1)N(C=N2)CC 4-(5-bromothiophen-2-yl)-7-ethyl-7H-imidazo[4,5-c]Pyridazine